N-(5,8-dimethoxy-[1,2,4]triazolo[1,5-c]pyrimidin-2-yl)-2-hydroxy-N-[(4-methoxyphenyl)methyl]-6-(trifluoromethyl)benzenesulfonamide COC1=NC=C(C=2N1N=C(N2)N(S(=O)(=O)C2=C(C=CC=C2C(F)(F)F)O)CC2=CC=C(C=C2)OC)OC